tert-butyl (1R,3S,5S)-5-((allyloxy)methyl)-3-((6-bromo-3-vinylpyridin-2-yl)carbamoyl)-2-azabicyclo[3.1.0]hexane-2-carboxylate C(C=C)OC[C@]12C[C@H](N([C@@H]2C1)C(=O)OC(C)(C)C)C(NC1=NC(=CC=C1C=C)Br)=O